ClC=1C(N(C(=CC1OC([2H])([2H])C1=NC=C(C=C1F)F)C)C1=CC(=NC=C1Cl)N1N=C(C(=C1)F)C(C)(C)NC(C)=O)=O (S)-N-(2-(1-(3,5'-dichloro-4-((3,5-difluoropyridin-2-yl)methoxy-d2)-6-methyl-2-oxo-2H-[1,4'-bipyridin]-2'-yl)-4-fluoro-1H-pyrazol-3-yl)propan-2-yl)acetamide